5-[[(1s,4r)-2,2-dimethyl-4-(methylamino)cyclohexyl]amino]-1,3-benzothiazole-2-carbonitrile CC1([C@H](CC[C@H](C1)NC)NC=1C=CC2=C(N=C(S2)C#N)C1)C